2-phenyl-9-(2,4,6-triisopropylphenyl)-1,10-phenanthroline cobalt dichloride [Co](Cl)Cl.C1(=CC=CC=C1)C1=NC2=C3N=C(C=CC3=CC=C2C=C1)C1=C(C=C(C=C1C(C)C)C(C)C)C(C)C